6-methylbenzene CC1=CC=CC=C1